FC([C@@H]1CN(CCC1)C1CCN(CC1)C=1SC(=CN1)C(=O)NCC1=NC=C(C=C1F)F)F 2-[(3S)-3-(difluoromethyl)[1,4'-bipiperidin]-1'-yl]-N-[(3,5-difluoropyridin-2-yl)methyl]-1,3-thiazole-5-carboxamide